4-amino-N-((5S)-2-ethoxy-5,8-dihydro-6H-pyrano[3,4-b]pyridin-5-yl)-N,3-dimethyl-3H-pyrazolo[3,4-c]quinoline-8-carboxamide NC1=NC=2C=CC(=CC2C2=C1N(N=C2)C)C(=O)N(C)[C@@H]2COCC1=NC(=CC=C12)OCC